(2S)-3-methoxy-2-methylpropionic acid COC[C@@H](C(=O)O)C